N-[(1R)-2-amino-1-methyl-ethyl]-4-[4-[[3-[2-chloro-4-(cyanomethoxy)-3-fluorophenyl]imidazo[1,2-a]pyrazin-8-yl]amino]-2-methylbenzoyl]piperazine-1-carboxamide formate C(=O)O.NC[C@@H](C)NC(=O)N1CCN(CC1)C(C1=C(C=C(C=C1)NC=1C=2N(C=CN1)C(=CN2)C2=C(C(=C(C=C2)OCC#N)F)Cl)C)=O